1,3,5-benzenetricarbonyl tripicolinate N1=C(C=CC=C1)C(=O)OC(=O)C1=CC(=CC(=C1)C(=O)OC(C1=NC=CC=C1)=O)C(=O)OC(C1=NC=CC=C1)=O